tert-butyl N-[2-bromo-6-(difluoromethoxy)benzoyl]-N-(2-methylallyl)carbamate BrC1=C(C(=O)N(C(OC(C)(C)C)=O)CC(=C)C)C(=CC=C1)OC(F)F